FC(C(C([2H])([2H])O)NC(OCC1=CC=CC=C1)=O)(F)F benzyl (1,1,1-trifluoro-3-hydroxypropan-2-yl-3,3-d2)carbamate